Thiooctanoic acid C(CCCCCCC)(=S)O